2-(4-(((2R,3S,5R)-5-(6-amino-2-fluoro-9H-purin-9-yl)-2-ethynyl-3-hydroxytetra-hydrofuran-2-yl)methoxy)-2-methyl-4-oxobutan-2-yl)-3,5-dimethylphenyl decanoate C(CCCCCCCCC)(=O)OC1=C(C(=CC(=C1)C)C)C(C)(CC(=O)OC[C@]1(O[C@H](C[C@@H]1O)N1C2=NC(=NC(=C2N=C1)N)F)C#C)C